C1(CC1)N1C=NC(=C1)N1C=NC(=C1)N 1'-cyclopropyl-1'H-[1,4'-biimidazole]-4-amine